C(C1=CC=CC=C1)NC(N(C1=CC=C(C=C1)C1=CC(NC=C1)=O)[C@@H]1CC[C@H](CC1)NC1=NC=C(C=C1)C#N)=O 3-benzyl-1-(trans-4-((5-cyanopyridin-2-yl)amino)cyclohexyl)-1-(4-(2-oxo-1,2-dihydropyridin-4-yl)phenyl)urea